[4-(1-methylpyrazol-4-yl)thiazol-2-yl]benzamide CN1N=CC(=C1)C=1N=C(SC1)C1=C(C(=O)N)C=CC=C1